FC1=C(C=C(C=C1)F)[C@@H]1N(OCC1)C1=CC(=NC=N1)NC=1C(=CC(=C(C1)NC(C=C)=O)N1CCC(CC1)N1C[C@H](CC1)N(C)C)OC N-(5-((6-((R)-3-(2,5-difluorophenyl)isoxazolidine-2-yl)pyrimidine-4-yl)amino)-2-(4-((S)-3-(dimethylamino)pyrrolidine-1-yl)piperidine-1-yl)-4-methoxyphenyl)acrylamide